2-[4-[[[6-[cyclopropyl-[(4-ethoxyphenyl)methyl]amino]-5-fluoro-pyrimidin-4-yl]amino]methyl]phenyl]acetamide C1(CC1)N(C1=C(C(=NC=N1)NCC1=CC=C(C=C1)CC(=O)N)F)CC1=CC=C(C=C1)OCC